tert-butyl (S)-38-((((9H-fluoren-9-yl)methoxy)carbonyl)amino)-1-azido-30,35-dioxo-3,6,9,12,15,18,21,24,27-nonaoxa-31,34-diazanonatriacontan-39-oate C1=CC=CC=2C3=CC=CC=C3C(C12)COC(=O)N[C@@H](CCC(NCCNC(CCOCCOCCOCCOCCOCCOCCOCCOCCOCCN=[N+]=[N-])=O)=O)C(=O)OC(C)(C)C